N1N(C=CC=C1)N Pyridazin-2-amine